5-methoxy-1H-benzo[d]imidazole-2(3H)-thione COC1=CC2=C(NC(N2)=S)C=C1